N-[(5-ethyl-4-iodo-1-methyl-pyrazol-3-yl)methyl]-2-[2-methyl-4-(1-tetrahydropyran-2-yl-3-vinyl-indazol-5-yl)pyrazol-3-yl]oxy-ethylamine C(C)C1=C(C(=NN1C)CNCCOC=1N(N=CC1C=1C=C2C(=NN(C2=CC1)C1OCCCC1)C=C)C)I